[(2S)-2-(2-hydroxy-2-methyl-propyl)pyrrolidin-1-yl]methanone OC(C[C@H]1N(CCC1)C=O)(C)C